N-(4-((4-chloro-2,6-difluorobenzyl)oxy)phenyl)-5-fluoro-6-(1H-tetrazol-5-yl)benzofuran-3-carboxamide ClC1=CC(=C(COC2=CC=C(C=C2)NC(=O)C2=COC3=C2C=C(C(=C3)C3=NN=NN3)F)C(=C1)F)F